vanadium-silicon dioxide [Si](=O)=O.[V]